CC1=CC=C(C=C1)S(=O)(=O)O (2S,3S)-4-Methylbenzenesulfonic acid